6-[3-chloro-4-(dimethylamino)phenyl]-2-(3-fluorophenyl)-3-oxo-2,3-dihydropyridazine-4-carboxylic acid ClC=1C=C(C=CC1N(C)C)C=1C=C(C(N(N1)C1=CC(=CC=C1)F)=O)C(=O)O